methylene-bis(6-t-butyl-4-methylphenol) C(C1=C(C(=CC(=C1)C)C(C)(C)C)O)C1=C(C(=CC(=C1)C)C(C)(C)C)O